ClC1=C(C(=O)NC=2C=C3C=C(N(C3=CC2)CCCOC)C(=O)NC2=CC(=CC=C2)F)C=C(C=C1)CNC(C(C)C)=O 5-(2-chloro-5-(isobutyrylaminomethyl)benzoylamino)-N-(3-fluorophenyl)-1-(3-methoxypropyl)-1H-indole-2-carboxamide